N-octadecylvinylcarbamate C(CCCCCCCCCCCCCCCCC)C=CNC([O-])=O